N=1N2C(=C(C1)C(=O)N1[C@H](C=3C(CC1)=C(N(N3)C)C3=CC(=C(C(=C3)F)F)F)C)CCC2 5,6-dihydro-4H-pyrrolo[1,2-b]pyrazol-3-yl-[(7S)-2,7-dimethyl-3-(3,4,5-trifluorophenyl)-5,7-dihydro-4H-pyrazolo[3,4-c]pyridin-6-yl]methanone